[N+](=O)([O-])C1=NN(C=C1)C1=CC=C(C=C1)CC(=O)OCC ethyl 2-[4-(3-nitropyrazol-1-yl)phenyl]acetate